C(C=CCC)(=O)O 2-Pentenoic Acid